N=1C=CN2C1C=CC(=C2)C2=CNC=1N=C(N=CC12)NC1=CC(=NC=C1)N1CCN(CC1)C 5-(imidazo[1,2-a]pyridin-6-yl)-N-(2-(4-methylpiperazin-1-yl)pyridin-4-yl)-7H-pyrrolo[2,3-d]pyrimidin-2-amine